CC=1N=NNC1 4-methyl-1,2,3-triazol